C(=CC)C1=CC=CC=2C3=CC=CC=C3C12 propenyl-biphenylene